bis(4-tert-butylphenyl)-(3-chloro-6-phenylphenyl)methanol C(C)(C)(C)C1=CC=C(C=C1)C(O)(C1=CC(=CC=C1C1=CC=CC=C1)Cl)C1=CC=C(C=C1)C(C)(C)C